O[C@H]([C@@H](C)OC1=CC(=NC(=N1)SCC1=CC=C(C=C1)F)NS(=O)(=O)N1CC(C1)C)CO N-(6-(((2R,3S)-3,4-dihydroxybutan-2-yl)oxy)-2-((4-fluorobenzyl)thio)pyrimidin-4-yl)-3-methylazetidine-1-sulfonamide